P(=O)(O)(O)CC(C(=O)O)CCC 2-(phosphonomethyl)pentanoic acid